FC1=C(SC=2C(OC=3C(CCCC3C21)(C(=O)[O-])C)=O)C=2C=NN(C2)COCC[Si](C)(C)C fluoro-6-methyl-4-oxo-2-(1-((2-(trimethylsilyl)ethoxy)methyl)-1H-pyrazol-4-yl)-6,7,8,9-tetrahydro-4H-thieno[2,3-c]chromene-6-carboxylate